(3,3-difluoro-4-hydroxy-1-azaspiro[4.4]nonan-1-yl)(5-fluoro-6-(methylamino)pyridin-2-yl)methanone FC1(CN(C2(C1O)CCCC2)C(=O)C2=NC(=C(C=C2)F)NC)F